Cl[Pd] Chloro-palladium